CC1=CC=C(C=C1)S(=O)(=O)OC[C@H]1CN(CCO1)C(CC1=CNC2=CC(=CC=C12)F)=O (R)-(4-(2-(6-fluoro-1H-indol-3-yl)acetyl)morpholin-2-yl)methyl 4-methylbenzenesulfonate